maleic anhydride glycidyl-methacrylate C(C1CO1)OC(C(=C)C)=O.C1(\C=C/C(=O)O1)=O